methyl (3R)-1-[(2R)-2-[[4-(2-chloro-4-fluoro-phenyl)-7-quinolyl]oxy]propanoyl]piperidine-3-carboxylate ClC1=C(C=CC(=C1)F)C1=CC=NC2=CC(=CC=C12)O[C@@H](C(=O)N1C[C@@H](CCC1)C(=O)OC)C